C1(=CC=C(C=C1)C#N)C#N 1,4-benzenedicarbonitrile